C(C)(C)(C)OC(=O)N1CCC(CC1)N1N=C(C(=C1)NC=1C(=NC(=C(N1)NC)C1=CC=CC=2N(C=NC21)C)C(=O)OC)C methyl 3-[[1-(1-tert-butoxycarbonyl-4-piperidyl)-3-methyl-pyrazol-4-yl]amino]-5-(methylamino)-6-(1-methylbenzimidazol-4-yl)pyrazine-2-carboxylate